3-((1s,5r)-6,6-dimethylbicyclo[3.1.1]hept-2-en-3-yl)acrolein CC1([C@H]2CC(=C[C@@H]1C2)C=CC=O)C